5-amino-3',6'-dihydro-2'H-[2,4'-bipyridine] NC=1C=CC(=NC1)C=1CCNCC1